COCCC1=CC=CC2=C1N=C(O2)C2CCN(CC2)C2=C(C(N(C1=CC=CC=C21)C)=O)C(=O)N 4-{4-[4-(2-Methoxyethyl)-1,3-benzoxazol-2-yl]piperidin-1-yl}-1-methyl-2-oxo-1,2-dihydroquinoline-3-carboxamide